ClC=1C=C(C=C(C1OC1=NNC(C2=CC=CC=C12)=O)Cl)N1C(C2=CC=CC=C2C1=O)=O 2-(3,5-dichloro-4-((4-oxo-3,4-dihydro-phthalazin-1-yl)oxy)phenyl)isoindoline-1,3-dione